(R)-3-cyano-1,3-dimethylindoline-5-carboxylic acid C(#N)[C@]1(CN(C2=CC=C(C=C12)C(=O)O)C)C